C(=O)(O)C1(CCOC2=CC=CC=C12)CC(=O)O 2-(4-carboxychroman-4-yl)acetic acid